C1=CC=CC=2C=C(C=3NC=4C=CC=CC4C3C21)C(=O)C2=CC=CC=C2 (7H-benzo[c]carbazole-6-yl)(phenyl)methanone